CCC(CCCCCC)OC(=O)CCCC(CCCCCN)(N)CCCC(=O)OC(CC)CCCCCC Bis(((non-3-yl)oxycarbonyl)propyl)hexane-1,6-diamine